O=C[C@H](O)[C@@H]1[C@@H](O)[C@H](O)CO1 3,6-anhydro-galactose